C(C1=CC=CC=C1)OCCOC1CC(C1)C(=O)OCCCC butyl 3-(2-benzyloxyethoxy)cyclobutanecarboxylate